2-(5-bromo-2,3-bis(isobutyryl-oxy)benzylideneamino)-3-methylbutanoic acid BrC=1C=C(C(=C(C=NC(C(=O)O)C(C)C)C1)OC(C(C)C)=O)OC(C(C)C)=O